(4-fluoro-benzyl)-(2-piperidin-1-yl-pyrido[3,4-d]pyrimidin-4-yl)-amine FC1=CC=C(CNC=2C3=C(N=C(N2)N2CCCCC2)C=NC=C3)C=C1